potassium phenol salt C1(=CC=CC=C1)O.[K]